CC(CO)(CO)NCCN1C=CC2=CC=C(C=C12)OCCC1=CC(=CC=C1)OC 2-methyl-2-((2-(6-(3-methoxyphenethoxy)-1H-indol-1-yl)ethyl)amino)propane-1,3-diol